C1(CC1)NC(C(C)SC=1OC(=C(N1)C1=CC=CC=C1)C1=CC=CC=C1)=O N-cyclopropyl-2-(4,5-diphenyloxazol-2-yl)sulfanylpropanamide